2,6-di-tert-butylbenzene C(C)(C)(C)C1=CC(=CC=C1)C(C)(C)C